4-[(2R)-3-(3,4-dihydro-1H-isoquinolin-2-yl)-2-hydroxy-propyl]-8-[(2-ethylpyrrolidin-1-yl)methyl]-2,3-dihydro-1,4-benzoxazepin-5-one C1N(CCC2=CC=CC=C12)C[C@H](CN1CCOC2=C(C1=O)C=CC(=C2)CN2C(CCC2)CC)O